C(C)(C)(C)OC(=O)N1C[C@H]([C@@H](CCC1)CO)C1=CC=C(C=C1)C(=O)OC(C)(C)C.C(C)(C)(C)C(N(C)C)N(C)C t-butylbis(dimethylamino)methane tert-butyl-(3R,4R)-3-(4-(tert-butoxycarbonyl)phenyl)-4-(hydroxymethyl)azepane-1-carboxylate